2-((1s,2s)-2-aminocyclohexyl)-5-chloro-3-ethynyl-N-(2-fluorobenzyl)thieno[3,2-b]pyridin-7-amine N[C@@H]1[C@H](CCCC1)C1=C(C2=NC(=CC(=C2S1)NCC1=C(C=CC=C1)F)Cl)C#C